5-(6-(4-(3,3-dimethylbutanoyl)piperazin-1-yl)pyridin-3-yl)-7-(1-methyl-1H-pyrazol-4-yl)imidazo[1,2-a]pyridine-3-carbonitrile CC(CC(=O)N1CCN(CC1)C1=CC=C(C=N1)C1=CC(=CC=2N1C(=CN2)C#N)C=2C=NN(C2)C)(C)C